ClC=1C=C(C2=CC=CC=C2C1)C1=CC=C(C=C1)C1=NC(=NC(=C1)C1=CC=CC=C1)C1=CC=CC=C1 4-(4-(3-chloronaphthalen-1-yl)phenyl)-2,6-diphenylpyrimidine